[4-(difluoromethoxy)-3-fluoro-phenyl]-5-[6-[(3S)-1-(3-fluoropropyl)pyrrolidin-3-yl]oxy-3-pyridyl]-8,9-dihydro-7H-benzo[7]annulene-2-carboxylic acid methyl ester COC(=O)C=1C=CC2=C(CCCC=C2C=2C=NC(=CC2)O[C@@H]2CN(CC2)CCCF)C1C1=CC(=C(C=C1)OC(F)F)F